NN1C(=C(C(=C1)C1=NN(C=C1)C(C)C)C1=CC=CC=C1)C(=O)O.N1C(=NC=C1)C1CCN(CC1)C(=O)C1=CC=C(C=C1)C=1NC2=CC=CC=C2C1 (4-(1H-imidazol-2-yl)piperidin-1-yl)(4-(1H-indol-2-yl)phenyl)methanone 1-amino-4-(1-isopropyl-1H-pyrazol-3-yl)-3-phenyl-1H-pyrrole-2-carboxylate